N-(3-chloro-2,4-difluorophenyl)-2-((6-(hydroxymethyl)-4-(trifluoromethyl)pyridin-2-yl)(1H-1,2,4-triazol-3-yl)amino)-N-methylacetamide ClC=1C(=C(C=CC1F)N(C(CN(C1=NNC=N1)C1=NC(=CC(=C1)C(F)(F)F)CO)=O)C)F